ClC1=NC=2CC[C@](CC2C(=N1)Cl)(C1=CC=CC=C1)C (R)-2,4-dichloro-6-methyl-6-phenyl-5,6,7,8-tetrahydroquinazoline